BrC=1C=C2C=NNC2=CC1C#CC1CCOCC1 5-Bromo-6-(2-tetrahydropyran-4-ylethynyl)-1H-indazole